N1=C(C=CC=C1)C(CC)S(=O)(=O)N pyridin-2-yl-propane-1-sulfonamide